ONC(CCNCCN1C(=NCC1)CCCCCCCCCCCCC)=O N-hydroxy-3-((2-(2-tridecyl-4,5-dihydro-1H-imidazol-1-yl)ethyl)amino)propanamide